4-[4-Cyano-6-(2,6-dichloro-benzyl)-3-hydroxy-pyridin-2-yl]-4-oxo-butyric acid ethyl ester C(C)OC(CCC(=O)C1=NC(=CC(=C1O)C#N)CC1=C(C=CC=C1Cl)Cl)=O